BrC1=C2C=CC=NC2=C2N=CC=CC2=C1 5-Bromo-1,10-phenanthroline